C(C=C)(=O)[Cu].[Mo] molybdenum alloyl-copper